C12CN(CC(N1)C2)C2=CC=C(C=C2)C2=NNC=1C2=NN(C(C1)=O)C1=C(C=CC=C1OC)F 3-(4-(3,6-diazabicyclo[3.1.1]heptan-3-yl)phenyl)-5-(2-fluoro-6-methoxyphenyl)-1H-pyrazolo[4,3-c]pyridazin-6(5H)-one